4-(1-((2-methoxyethyl)amino)ethyl)-2-methylphenol COCCNC(C)C1=CC(=C(C=C1)O)C